CN(C(CN1CCC(CC1)N1C(NC2=C1C=C(C(=C2)C=2C=C(C=1N(C2)N=CN1)C)C)=O)=O)C N,N-dimethyl-2-(4-(6-methyl-5-(8-methyl-[1,2,4]triazolo[1,5-a]pyridin-6-yl)-2-oxo-2,3-dihydro-1H-benzo[d]imidazol-1-yl)piperidin-1-yl)acetamide